FC(CN1C(=NC(=C1C=1C=CC=2N(C1)C=CN2)C2=CC=C(C=C2)F)N)F 1-(2,2-difluoroethyl)-4-(4-fluorophenyl)-5-(imidazo[1,2-a]pyridin-6-yl)-1H-imidazol-2-amine